([2-(bis-ethoxymethyl-amino)-ethyl]-{[2-(7-chloro-quinolin-4-ylamino)-ethylcarbamoyl]-methyl}-amino)-acetic acid ethyl ester C(C)OC(CN(CC(NCCNC1=CC=NC2=CC(=CC=C12)Cl)=O)CCN(COCC)COCC)=O